OC1=C(N=C(N(C1=O)C)[C@@H](CC1=CC=CC=C1)C)C(=O)NC=1C=NOC1 (R)-5-hydroxy-N-(isoxazol-4-yl)-1-methyl-6-oxo-2-(1-phenylpropan-2-yl)-1,6-dihydropyrimidine-4-carboxamide